FC1=CC=C(C(=O)I)C=C1 para-fluorobenzoyl iodide